2-hexyldecyl 8-aminooctanoate 2-Hexyldecyl-8-{[(benzyloxy)carbonyl]amino}octanoate C(CCCCC)C(COC(CCCCCCCNC(=O)OCC1=CC=CC=C1)=O)CCCCCCCC.NCCCCCCCC(=O)OCC(CCCCCCCC)CCCCCC